Gadolinium 2,2',2''-[(2S)-10-(carboxymethyl)-2-{4-[2-(2-ethoxyethoxy)ethoxy]benzyl}-1,4,7,10-tetraazacyclododecane-1,4,7-triyl]triacetate C(=O)(O)CN1CCN(CCN(C[C@@H](N(CC1)CC(=O)[O-])CC1=CC=C(C=C1)OCCOCCOCC)CC(=O)[O-])CC(=O)[O-].[Gd+3]